ClC=1C=CC(=C(C1)NC(=O)C=1SC(=CC1)C(=O)NCCO)OCCOC N2-(5-chloro-2-(2-methoxyethoxy)phenyl)-N5-(2-hydroxyethyl)thiophene-2,5-dicarboxamide